C(C)(=O)C1=C(C2=C(N=C(N=C2)NC2=NC=C(C=C2)N2CCC(CC2)C2=CC=C(C=C2)CCl)N(C1=O)C1CCCC1)C 6-acetyl-2-[[5-[4-[4-(chloromethyl)phenyl]-1-piperidyl]-2-pyridyl]amino]-8-cyclopentyl-5-methyl-pyrido[2,3-d]pyrimidin-7-one